2-bromoethyl phosphorodichloridate P(OCCBr)(=O)(Cl)Cl